C(C1=CC=CC=C1)OC(=O)N[C@H](C(=O)OCC1=CC=CC=C1)CCI benzyl (2S)-2-(benzyloxycarbonylamino)-4-iodo-butanoate